CC1=C(C=CC(=C1)C1=NNC(CC1C)=O)NC(=N)NCCC 1-(2-methyl-4-(4-methyl-6-oxo-1,4,5,6-tetrahydropyridazin-3-yl)phenyl)-3-propylguanidine